6-hexadecanol CCCCCC(CCCCCCCCCC)O